FC1=C2C(=C(C=3N=C(NC31)[C@@H]3CN(CC3)C(=O)OC(C)(C)C)F)CC(C2)C=O tert-butyl (3S)-3-(4,8-difluoro-6-formyl-3,5,6,7-tetrahydro-cyclopenta[f]benzimidazol-2-yl)pyrrolidine-1-carboxylate